rac-2-((2-methyl-6-(trifluoromethyl)pyridin-3-yl)sulfonyl)-6-(1-(oxetan-3-yl)ethyl)-2,6-diazaspiro[3.3]heptane CC1=NC(=CC=C1S(=O)(=O)N1CC2(C1)CN(C2)[C@H](C)C2COC2)C(F)(F)F |r|